FC1=CC=C2CCN(C2=C1)S(=O)(=O)C1=C2C=CNC(C2=CC=C1)=O 5-(6-fluoroindolin-1-yl)sulfonyl-2H-isoquinolin-1-one